1,3,4,6,7,8-hexahydrocyclopenta[g]benzopyran O1CCCC2=C1C=C1C(=C2)CCC1